ClC(NC(C1=CC=CC=C1)=O)C1=CC=CC=C1 N-(chloro(phenyl)methyl)benzamide